FC(CN1CCC2(CC1)NC(C=1N2C(C(=CC1C)NC1=NC=NC=C1OC)=O)=O)F 1'-(2,2-difluoroethyl)-6-((5-methoxypyrimidin-4-yl)amino)-8-methyl-2H-spiro[imidazo[1,5-a]pyridine-3,4'-piperidine]-1,5-dione